7-((5-chloro-4-((2-(dimethylphosphoryl)phenyl)amino)pyrimidin-2-yl)amino)-1-methyl-3,4-dihydroisoquinolin ClC=1C(=NC(=NC1)NC1=CC=C2CCN=C(C2=C1)C)NC1=C(C=CC=C1)P(=O)(C)C